3-(5-(7-(((1-(2-chloro-phenyl)ethyl)amino)methyl)imidazo[1,5-a]pyridin-5-yl)-1-oxoisoindolin-2-yl)piperidine-2,6-dione ClC1=C(C=CC=C1)C(C)NCC1=CC=2N(C(=C1)C=1C=C3CN(C(C3=CC1)=O)C1C(NC(CC1)=O)=O)C=NC2